C(C1=CC=CC=C1)N1CCC=2C=CC(=NC2C1)N1CC(CC1)C1=C(C=C(C=C1)Cl)F E-7-benzyl-2-(3-(4-chloro-2-fluorophenyl)pyrrolidin-1-yl)-5,6,7,8-tetrahydro-1,7-naphthyridine